(tert-butylamino)-3-(trifluoromethyl)-1,7-naphthyridine-6-carboxamide C(C)(C)(C)NC1=NC2=CN=C(C=C2C=C1C(F)(F)F)C(=O)N